COC1=C(C=CC=C1)CCC(=O)CCC1=C(C=CC=C1)OC [2-(2-methoxyphenyl) ethyl] ketone